butyl (R)-2-(2-cyclopropoxy-5-((1-(dibenzo[b,d]furan-2-yl)ethyl)amino)-6-oxopyrimidin-1(6H)-yl)acetate C1(CC1)OC=1N(C(C(=CN1)N[C@H](C)C1=CC2=C(OC3=C2C=CC=C3)C=C1)=O)CC(=O)OCCCC